(3S)-N-{2-benzyl-2-azaspiro[3.3]heptan-6-yl}-4-(5-cyanopyrimidin-2-yl)-3-methylpiperazine-1-carboxamide C(C1=CC=CC=C1)N1CC2(C1)CC(C2)NC(=O)N2C[C@@H](N(CC2)C2=NC=C(C=N2)C#N)C